C(C)C1(C(=CC(C1)=O)C1=NC2=C(N1)C=C(C=C2)F)CC 4,4-diethyl-3-(6-fluoro-1H-benzo[d]imidazol-2-yl)cyclopent-2-en-1-one